(2-fluoro-4-(morpholin-3-yl)phenyl)-N-(1-methylpiperidin-4-yl)benzo[d]imidazo[2,1-b]thiazole-7-carboxamide dihydrochloride Cl.Cl.FC1=C(C=CC(=C1)C1NCCOC1)C=1N=C2SC3=C(N2C1)C=CC(=C3)C(=O)NC3CCN(CC3)C